1-[4-(3-diethoxyphosphorylpropoxy)-2,3-difluoro-phenyl]adamantane C(C)OP(=O)(OCC)CCCOC1=C(C(=C(C=C1)C12CC3CC(CC(C1)C3)C2)F)F